FC=1C=C2CCC3(CC3)OC2=C(C1)C#N 6-Fluorospiro[chromane-2,1'-cyclopropane]-8-carbonitrile